FC=1C=C(C(=O)C=2C(=C(C#N)C=CC2)F)C=C(C1)F (3,5-difluorobenzoyl)-2-fluorobenzonitrile